COC(\C=C\C(=O)N1CCN(CC1)C1C=2C(NCC1)=C(N(N2)C2=CC=C(C=C2)OC2=CC=CC=C2)C(N)=O)=O.ClC(C2=NOC(=C2)C(Cl)(Cl)Cl)(Cl)Cl 3,5-bis[trichloromethyl]isoxazole methyl-(2E)-4-{4-[3-carbamoyl-2-(4-phenoxyphenyl)-4,5,6,7-tetrahydro-2H-pyrazolo[4,3-b]pyridin-7-yl]piperazin-1-yl}-4-oxobut-2-enoate